C(C)(C)(C)OC(=O)N1C[C@@H]([C@@H](CC1)N1CC(C1)C1=CC=CC=2N(C(N(C21)C)=O)C2C(NC(CC2)=O)=O)F (3s,4r)-4-[3-[1-(2,6-dioxo-3-piperidinyl)-3-methyl-2-oxo-benzimidazol-4-yl]azetidin-1-yl]-3-fluoro-piperidine-1-carboxylic acid tert-butyl ester